C(C1=CC=CC=C1)N(S(=O)(=O)C)C=1C=C(C=CC1)[C@H]1N([C@H](CC1)CO)C(=O)OC(C)(C)C tert-Butyl (2S,5R)-2-(3-(N-benzylmethylsulfonamido)phenyl)-5-(hydroxy-methyl)pyrrolidine-1-carboxylate